ClC1=C(C#N)C=CC(=C1)N1C(N([C@@]2(C1=O)CCN(CCC2)CC2CCOCC2)CC)=O (R)-2-chloro-4-(1-ethyl-2,4-dioxo-8-((tetrahydro-2H-pyran-4-yl)methyl)-1,3,8-triazaspiro[4.6]undec-3-yl)benzonitrile